3-(2-(4-(5,6-dihydro-11H-benzo[5,6]cyclohepta[1,2-b]pyridin-11-ylidene)piperidin-1-yl)ethyl)-9-hydroxy-2-methyl-6,7,8,9-tetrahydro-4H-pyrido[1,2-a]pyrimidin-4-one N1=C2C(=CC=C1)CCC1=C(C2=C2CCN(CC2)CCC2=C(N=C3N(C2=O)CCCC3O)C)C=CC=C1